1-(4-chloro-3-(difluoromethoxy)benzyl)-2-thioxo-6-phenyl-1,2,3,5-tetrahydro-4H-pyrrolo[3,2-d]pyrimidin-4-one ClC1=C(C=C(CN2C(NC(C3=C2C=C(N3)C3=CC=CC=C3)=O)=S)C=C1)OC(F)F